nitryl-tetrazolium chloride [Cl-].[N+](=O)([O-])[N+]=1NN=NC1